C(C1=CC=CC=C1)N[C@@H](CCCCN)C(=O)O benzyl-L-Lysine